FC1=CC=C(C=C1)C1=NC(=NC(=C1CBr)C(C)C)N(S(=O)(=O)C)C 4-(4-fluorophenyl)-6-isopropyl-2-(N-methyl-N-methylsulfonyl-amino)-pyrimidin-5-yl-bromomethane